[Cl-].C([O-])([O-])=O.C(C)C1=C(C=CC(=C1)S(=O)(=O)O)[Na] ethyl-4-sulfophenyl-sodium carbonate chloride